C(C)C1=CC=C(NC1=O)C1CN(CC1)C1CCN(CC1)C=1C=CC(=NC1F)C(=O)NC([2H])([2H])[2H] 5-(4-(3-(5-ethyl-6-oxo-1,6-dihydropyridin-2-yl)pyrrolidin-1-yl)piperidin-1-yl)-6-fluoro-N-(methyl-d3)picolinamide